(R)-3-hydroxy-1-methyl-3-(5-(6-((2-methylpyridin-3-yl)amino)pyrimidin-4-yl)isoxazol-2-yl)pyrrolidin-2-one O[C@]1(C(N(CC1)C)=O)N1OC(=CC1)C1=NC=NC(=C1)NC=1C(=NC=CC1)C